FC1=C(C=CC(=C1)F)C=1N2C(SC1)=NC(=C2)C(=O)N[C@@H]2C(N(C1=C(OC2)C=C(C=C1)CO)C)=O (S)-3-(2,4-difluorophenyl)-N-(8-(hydroxymethyl)-5-methyl-4-oxo-2,3,4,5-tetraHydrobenzo[b][1,4]oxazepine-3-yl)imidazo[2,1-b]thiazole-6-carboxamide